FC1=C(C(=C(C=C1OC)OC)F)C1=CC2=C(N=C(N=C2)N[C@@H]2COCC[C@@H]2NC(C=C)=O)C(=N1)NC1CCN(CC1)C N-((3S,4S)-3-((6-(2,6-difluoro-3,5-di-methoxyphenyl)-8-((1-methylpiperidin-4-yl)amino)pyrido[3,4-d]pyrimidin-2-yl)amino)tetrahydro-2H-pyran-4-yl)acrylamide